(S)-N-(3-(4-chlorophenyl)-1-methylpyrrolidin-3-yl)-4-(trifluoromethoxy)benzenesulfonamide ClC1=CC=C(C=C1)[C@@]1(CN(CC1)C)NS(=O)(=O)C1=CC=C(C=C1)OC(F)(F)F